BrC1=C(C=C2N=CC=3N(C(N4CCOC1=C2C34)=O)C)F 7-bromo-6-fluoro-2-methyl-9,10-dihydro-8-oxa-2,4,10a-triazanaphtho[2,1,8-cde]azulene-1(2H)-one